CN1NC(C(NC1=S)=O)=O tetrahydro-2-methyl-3-thioxo-1,2,4-triazine-5,6-dione